IC=1C=CC(=C(CC=2SC(=CC2)C2=CC=C(C=C2)F)C1)C 2-(5-iodo-2-methylbenzyl)-5-(4-fluorophenyl)thiophene